rel-(3R,4S)-Tetrahydro-4-methyl-3-furanol C[C@@H]1[C@H](COC1)O |o1:1,2|